N-(4-(6-amino-5-(1-oxo-1,2,3,4-tetrahydroisoquinolin-6-yl)pyridin-3-yl)-2,6-dimethylphenyl)-N-methylacetamide NC1=C(C=C(C=N1)C1=CC(=C(C(=C1)C)N(C(C)=O)C)C)C=1C=C2CCNC(C2=CC1)=O